FC=1C(=C(C=CC1F)[C@H]1[C@@H](S[C@](C1)(C(F)(F)F)C)C(=O)NC1=CC(=CC=C1)S(NC(C)C)(=O)=O)OC (2R,3S,5R)-3-(3,4-difluoro-2-methoxyphenyl)-N-(3-(N-isopropylsulfamoyl)phenyl)-5-methyl-5-(trifluoromethyl)tetrahydrothiophene-2-carboxamide